COC(=O)C1=NN(N=C1)C1=NC=C(C=C1Cl)N 2-(5-amino-3-chloropyridin-2-yl)-2H-1,2,3-triazole-4-carboxylic acid methyl ester